chloro-ethyl-pyridinecarboxylic acid zinc [Zn].ClC1=C(C(=NC=C1)C(=O)O)CC